3-ethynyl-2,2-dimethoxy-1,1-binaphthyl C(#C)C1C(C(=C2C=CC=CC2=C1)C1=CC=CC2=CC=CC=C12)(OC)OC